1-(4-piperidyl)-6-tetrahydropyran-4-yl-3H-imidazo[4,5-b]pyridin-2-one, hydrochloride Cl.N1CCC(CC1)N1C(NC2=NC=C(C=C21)C2CCOCC2)=O